7-bromo-1-methyl-3,4-dihydroquinolin BrC1=CC=C2CCCN(C2=C1)C